dicitronellyl oxalate C(C(=O)OCCC(C)CCC=C(C)C)(=O)OCCC(C)CCC=C(C)C